N(=NC(C(=O)OC)(C)C)C(C(=O)OC)(C)C dimethyl 2,2'-azobis(isobutyrate)